ethyl-5-hydroxydecanoate C(C)OC(CCCC(CCCCC)O)=O